ClC=1C=C(C=CC1Cl)N1CN=CC2=C1C[C@H]1CC[C@@H]2N1 (5S,8R)-N-(3,4-dichlorophenyl)-6,7,8,9-tetrahydro-5H-5,8-epiminocyclohepta[d]pyrimidine